FC1=C(C(=CC=C1NS(=O)(=O)N1C[C@@H](CC1)F)F)C1=CC2=C(N=C(N=C2)NC2CN(C2)C(=O)OC(C)(C)C)N(C1=O)C tert-Butyl 3-[[6-[2,6-difluoro-3-[[(3R)-3-fluoropyrrolidin-1-yl]sulfonylamino]phenyl]-8-methyl-7-oxopyrido[2,3-d]pyrimidin-2-yl]amino]azetidine-1-carboxylate